FC(OC=1C=NC(=NC1)N[C@@H]1C[C@H](CC1)NC1=NC=C(C=C1)C=1C=2N(C=CC1)C=CN2)F (1S,3S)-N1-(5-(difluoromethoxy)pyrimidin-2-yl)-N3-(5-(imidazolo[1,2-a]pyridin-8-yl)pyridin-2-yl)cyclopentane-1,3-diamine